anti-5-hydroxytryptamine OC1=CC=C2NC=C(CCN)C2=C1